BrC=1OC2=C(C1)C(=CC(=C2)C=O)OCOC bromo-4-(methoxymethoxy)benzofuran-6-carbaldehyde